BrC=1C(=C(C=O)C(=CC1)OC)Cl 3-bromo-2-chloro-6-methoxy-benzaldehyde